C(#N)C(C(=O)NC=1N=CC2=C(N=C(C=C2C1)Cl)Cl)C 2-cyano-N-(6,8-dichloro-2,7-naphthyridin-3-yl)propionamide